ClC1=CC(=C2C(=NN(C2=C1)C)C)C(C(=O)O)N1CC(C1)OCCCCCC1=NC=2NCCCC2C=C1 2-(6-chloro-1,3-dimethyl-1H-indazol-4-yl)-2-(3-((5-(5,6,7,8-tetrahydro-1,8-naphthyridin-2-yl)pentyl)oxy)azetidin-1-yl)acetic acid